2-(3-(1-(((1r,4r)-4-aminocyclohexyl)methyl)piperidin-4-yl)-1H-pyrrolo[2,3-c]pyridin-1-yl)-5-fluoro-N-isopropyl-N-methylbenzamide NC1CCC(CC1)CN1CCC(CC1)C1=CN(C2=CN=CC=C21)C2=C(C(=O)N(C)C(C)C)C=C(C=C2)F